5-(thiophen-3-yl)-1-((2-(trimethylsilyl)ethoxy)methyl)-1H-pyrazolo[3,4-b]pyridine S1C=C(C=C1)C=1C=C2C(=NC1)N(N=C2)COCC[Si](C)(C)C